C(C1=CC=CC=C1)OC1=C2CC=CCC2=CC=C1 5-(benzyloxy)-1,4-dihydronaphthalene